C1=CC=CC=2C3=CC=CC=C3C(C12)COC(=O)N[C@H](C(=O)O)CCC1=CC=C(C=C1)N(C)C(=O)OC(C)(C)C (S)-2-((((9H-fluoren-9-yl)methoxy)carbonyl)amino)-4-(4-((tert-butoxycarbonyl)(methyl)amino)phenyl)butanoic acid